C([O-])(O)=O.[Na+] mono-sodium bicarbonate